C(C1=CC=CC=C1)(=O)C1(C(CCCC1)C(=O)C1C(CCCC1)(C(C1=CC=CC=C1)=O)O)O 1-benzoyl-1-hydroxycyclohexyl ketone